C(C)(=O)OCP(=O)(O)O phosphonomethyl acetate